6-chloro-3-(chloromethyl)-2-fluoro-pyridine ClC1=CC=C(C(=N1)F)CCl